tert-butyl 4-[(1r,3r)-3-(4-{2-[(1S)-4-(tert-butoxy)-1-carbamoyl-4-oxobutyl]-4-fluoro-7-methyl-1-oxo-3H-isoindol-5-yl}piperidin-1-yl)cyclobutoxy]piperidine-1-carboxylate C(C)(C)(C)OC(CC[C@@H](C(N)=O)N1C(C2=C(C=C(C(=C2C1)F)C1CCN(CC1)C1CC(C1)OC1CCN(CC1)C(=O)OC(C)(C)C)C)=O)=O